tert-butyl 2-(piperidin-4-ylmethyl)-2,7-diazaspiro[3.5]nonane-7-carboxylate N1CCC(CC1)CN1CC2(C1)CCN(CC2)C(=O)OC(C)(C)C